4-(4-(4-methoxyphenoxy)phenyl)-N-(pyridin-3-yl)butanamide COC1=CC=C(OC2=CC=C(C=C2)CCCC(=O)NC=2C=NC=CC2)C=C1